1-(1-bromoethyl)-3-chlorobenzene BrC(C)C1=CC(=CC=C1)Cl